6-(2-(2,2-difluoropropoxy)pyrimidin-5-yl)-2-((5-fluoropyridin-3-yl)methyl)pyridazine-3(2H)-one FC(COC1=NC=C(C=N1)C=1C=CC(N(N1)CC=1C=NC=C(C1)F)=O)(C)F